tertbutyl 4-(2-amino-4-chloro-7H-pyrrolo[2,3-d]pyrimidin-6-yl)-5,6-dihydropyridin-1(2H)-carboxylate NC=1N=C(C2=C(N1)NC(=C2)C2=CCN(CC2)C(=O)OC(C)(C)C)Cl